NC=1SC2=C(N1)C(=CC=C2F)C2=CC(=C1C(=NC=NC1=C2F)NC2CN(C2)C(C=C)=O)OC 1-(3-((7-(2-amino-7-fluorobenzo[d]thiazol-4-yl)-8-fluoro-5-methoxyquinazolin-4-yl)amino)azetidin-1-yl)prop-2-en-1-one